2-(difluoromethoxy)-6,7,8,9-tetrahydro-5H-pyrazino[2,3-d]azepine FC(OC=1C=NC2=C(CCNCC2)N1)F